2,2-dimethyl-3-(5-(methylamino)-2-(1H-pyrazol-5-yl)thieno[3,2-b]pyridin-7-ylamino)-1-propanol CC(CO)(CNC1=C2C(=NC(=C1)NC)C=C(S2)C2=CC=NN2)C